CN(S(=O)(=O)N(C(C1=C(C=C(C(=O)N)C=C1)NC(=O)C=1OC2=CC=CC=C2C(C1)=O)=O)C1=CC=C(C=C1)CCN(CC=1C=C2C=NN(C2=CC1)C)CC=1C=NC=C(C1)OC)C N-(N,N-Dimethylsulfamoyl)-N1-(4-(2-(((5-methoxypyridin-3-yl)methyl)((1-methyl-1H-indazol-5-yl)methyl)amino)ethyl)phenyl)-2-(4-oxo-4H-chromene-2-carboxamido)terephthalamide